N-(3-methoxyphenyl)-4-(6-((5-methyl-1H-pyrazol-3-yl)amino)pyridine-2-yl)piperazine-1-formamide COC=1C=C(C=CC1)NC(=O)N1CCN(CC1)C1=NC(=CC=C1)NC1=NNC(=C1)C